4-({5-[(7R)-7-amino-2-azabicyclo[2.2.1]heptane-2-carbonyl]-2-[1-(cyclopropylmethyl)-1H-indol-2-yl]-7-methoxy-1H-1,3-benzodiazol-1-yl}methyl)-1-methylpyrrolidin-2-one N[C@H]1C2N(CC1CC2)C(=O)C2=CC1=C(N(C(=N1)C=1N(C3=CC=CC=C3C1)CC1CC1)CC1CC(N(C1)C)=O)C(=C2)OC